BrC1=CC=C(CCC2=NC=3N(C(N(C(C3N2CC)=O)CC#C)=O)CCCCP(O)(O)=O)C=C1 (4-(8-(4-Bromophenethyl)-7-ethyl-2,6-dioxo-1-(prop-2-yn-1-yl)-1,2,6,7-tetrahydro-3H-purin-3-yl)butyl)phosphonic acid